COC1=C(C=C(C(=C1)N(CC1N(CCC1)C)C)[N+](=O)[O-])NC1=NC=C(C(=N1)N1CC(C2=NC(=CC=C21)C)(C)C)C(=O)OC(C)C isopropyl 2-((2-methoxy-4-(methyl((1-methylpyrrolidin-2-yl)methyl)amino)-5-nitrophenyl)amino)-4-(3,3,5-trimethyl-2,3-dihydro-1H-pyrrolo[3,2-b]pyridin-1-yl)pyrimidine-5-carboxylate